4-((2',4'-dimethyl-[4,5'-bithiazol]-2-yl)amino)-N-methylbenzenesulfonamide CC=1SC(=C(N1)C)C=1N=C(SC1)NC1=CC=C(C=C1)S(=O)(=O)NC